CC1=C(C(=O)N)C=C(C=C1)CC12CCC(CC1)(CC2)C(=O)N2OCC[C@H]2C=2C=NC(=CC2)C 2-methyl-5-[[4-[(3S)-3-(6-methyl-3-pyridyl)isoxazolidine-2-carbonyl]-1-bicyclo[2.2.2]octanyl]methyl]benzamide